BrC=1C=CC2=C(C=C(O2)C)C1 5-bromo-2-methyl-1-benzofuran